CC(=CCC1=C2C3=C([C@]4([C@H](C3)CC[C@@]5([C@@]4(CC[C@H]6[C@]57[C@H](O7)[C@H]8[C@H](O6)C(O[C@H](O8)C=C(C)C)(C)C)C)O)C)NC2=CC=C1)C The molecule is a natural product found in Albophoma yamanashiensis. It has a role as a metabolite and an EC 2.3.1.26 (sterol O-acyltransferase) inhibitor. It is an organic heterooctacyclic compound, an epoxide, a tertiary alcohol and a cyclic acetal.